NC=1NC(C2=C(N1)NC(=C2C2=C(C(=CC=C2)Cl)OC)C2=CC=C(C=C2)S(=O)(=O)N(C)C)=O 4-(2-Amino-5-(3-chloro-2-methoxyphenyl)-4-oxo-4,7-dihydro-3H-pyrrolo[2,3-d]pyrimidin-6-yl)-N,N-dimethylbenzenesulfonamide